FC1=CC=C(C=C1)C(=O)N1CC2=C(CC1)N(N=N2)C2=NC(=NS2)C (4-fluorophenyl)(1-(3-methyl-1,2,4-thiadiazol-5-yl)-1,4,6,7-tetrahydro-5H-[1,2,3]triazolo[4,5-c]pyridin-5-yl)methanone